4-(6-chloro-1-(4,6-di(2-propanyl)-5-pyrimidinyl)-4-((2S)-2-methyl-4-(2-propenoyl)-1-piperazinyl)-2-oxo-1,2-dihydropyrido[2,3-d]pyrimidin-7-yl)-3-fluorobenzonitrile ClC1=CC2=C(N(C(N=C2N2[C@H](CN(CC2)C(C=C)=O)C)=O)C=2C(=NC=NC2C(C)C)C(C)C)N=C1C1=C(C=C(C#N)C=C1)F